2-ethyl-6-methyl-9-methacryloyloxy-10-methoxycarbonyloxy-1,4-dihydro-1,4-methanoanthracene C(C)C=1C2C3=C(C4=CC=C(C=C4C(=C3C(C1)C2)OC(=O)OC)C)OC(C(=C)C)=O